2-(4-Fluorobenzyl)-2H-indazole-6-carboxylic acid hydroxyamide ONC(=O)C=1C=CC2=CN(N=C2C1)CC1=CC=C(C=C1)F